((2R)-4-aminotetrahydrofuran-2-yl)((S)-1-(4-fluorophenyl)-3,4-dihydroisoquinolin-2(1H)-yl)methanone NC1C[C@@H](OC1)C(=O)N1[C@H](C2=CC=CC=C2CC1)C1=CC=C(C=C1)F